2,5-dimethoxyacetophenone CC(=O)C1=C(C=CC(=C1)OC)OC